FC(OC1=CC=C(C=C1)NN=C(C1=CC=CC=C1)C1=CC=CC=C1)(F)F N-(4-trifluoromethoxyphenyl)benzophenone hydrazone